CC1(OB(OC1(C)C)C=1C=NC(=NC1)N1CCSCC1)C (5-(4,4,5,5-tetramethyl-1,3,2-dioxaborolan-2-yl)pyrimidin-2-yl)thiomorpholine